CC=1C=C(C=NC1S(=O)(=O)C)C1=CC(=NC2=C(N=CC=C12)C1=CC=NN1C1OCCCC1)N1CCOCC1 4-[5-methyl-6-(methylsulfonyl)pyridin-3-yl]-2-(morpholin-4-yl)-8-[1-(tetrahydro-2H-pyran-2-yl)-1H-pyrazol-5-yl]-1,7-naphthyridine